CN(CCOC1=CC(=C2CN(CC2=C1)C(=O)OC(C)(C)C)N[C@H]1COCC1)C tert-Butyl (R)-6-(2-(dimethylamino)ethoxy)-4-((tetrahydrofuran-3-yl)amino)isoindoline-2-carboxylate